2-(5-Bromo-pyridin-3-yl)-pentanoic acid (5-bromo-pyrazin-2-yl)-amide BrC=1N=CC(=NC1)NC(C(CCC)C=1C=NC=C(C1)Br)=O